(±)-trans-N-[8-(benzhydrylideneamino)-6-(4-methyl-3-pyridinyl)-3-isoquinolinyl]-2-cyano-cyclopropanecarboxamide C(C1=CC=CC=C1)(C1=CC=CC=C1)=NC=1C=C(C=C2C=C(N=CC12)NC(=O)[C@H]1[C@@H](C1)C#N)C=1C=NC=CC1C |r|